(tert-Butyldimethylsilanyloxy)octan-2-ol [Si](C)(C)(C(C)(C)C)OCC(CCCCCC)O